NCCNCCC[Si](O)(O)O N-(2-aminoethyl)-3-aminopropyl-trihydroxysilane